bromo-2-(4-(trifluoromethyl)phenyl)acetic acid ethyl ester C(C)OC(C(C1=CC=C(C=C1)C(F)(F)F)Br)=O